ClC1=CC2=C([C@H]3N(C[C@@H](O2)C3)C(C(C(C)(F)F)(C)C)=O)C=C1 1-((2S,5S)-8-chloro-2,3-dihydro-2,5-methanobenzo[f][1,4]oxazepin-4(5H)-yl)-3,3-difluoro-2,2-dimethylbutan-1-one